(oxetan-2-ylmethyl)-1H-benzo[d]imidazole-6-carboxylate O1C(CC1)COC(=O)C=1C=CC2=C(NC=N2)C1